(2S,4R)-4-hydroxy-1-(3-methyl-2-(3-methylisoxazol-5-yl)-5-oxopentanoyl)-N-(4-(4-methylthiazol-5-yl)benzyl)pyrrolidine-2-carboxamide O[C@@H]1C[C@H](N(C1)C(C(C(CC=O)C)C1=CC(=NO1)C)=O)C(=O)NCC1=CC=C(C=C1)C1=C(N=CS1)C